Cl.OC[C@@H]1C[C@H](CN1)O (3r,5s)-5-(hydroxymethyl)pyrrolidine-3-ol hydrochloride